FC1(CN(CC[C@H]1NC1=NN2C(C(=N1)OC)=C(C(=C2[2H])F)C=2C=CC1=C(N(N=N1)CCF)C2)C)F (R)-N-(3,3-difluoro-1-methylpiperidin-4-yl)-6-fluoro-5-(1-(2-fluoroethyl)-1H-benzo[d][1,2,3]triazol-6-yl)-4-methoxypyrrolo[2,1-f][1,2,4]triazin-7-d-2-amine